N-((1-((2-((6-bromopyridin-3-yl)oxy)-6-(3,5-dichlorophenyl)pyridin-4-yl)methyl)piperidin-4-yl)methyl)acetamide BrC1=CC=C(C=N1)OC1=NC(=CC(=C1)CN1CCC(CC1)CNC(C)=O)C1=CC(=CC(=C1)Cl)Cl